BrC1=CC(=C(CNC(OCCCC)=O)C=C1)CCO[Si](C)(C)C(C)(C)C butyl 4-bromo-2-(2-((tert-butyldimethylsilyl)oxy)ethyl)benzylcarbamate